2-(1-butyl-5-(2-methoxyphenyl)-1H-benzo[d]imidazol-2-yl)ethan-1-amine dihydrochloride Cl.Cl.C(CCC)N1C(=NC2=C1C=CC(=C2)C2=C(C=CC=C2)OC)CCN